4-{[2-chloro-3-(morpholine-4-carbonyl)phenyl]amino}-N-[(2E)-imidazolidin-2-ylidene]-3-(oxolane-3-yl)benzamide ClC1=C(C=CC=C1C(=O)N1CCOCC1)NC1=C(C=C(C(=O)N=C2NCCN2)C=C1)C1COCC1